C(C1=CC=CC=C1)(C1=CC=CC=C1)(C1=CC=CC=C1)[Pd](C(C1=CC=CC=C1)(C1=CC=CC=C1)C1=CC=CC=C1)(Cl)Cl ditrityl-palladium dichloride